NCC=1C=C(C=CC1)C=1C=C(C2=C(C(=CO2)COC2=C(C=CC=C2)CC(=O)O)C1)NCC=1C=NC=CC1 2-(2-((5-(3-(aminomethyl)phenyl)-7-((pyridin-3-ylmethyl)amino)benzofuran-3-yl)methoxy)phenyl)acetic acid